(R)-N,N-dimethyl-1'-(4-((6-(3-phenylisoxazolidin-2-yl)pyrimidin-4-yl)amino)phenyl)-[1,4'-bipiperidine]-4-amine CN(C1CCN(CC1)C1CCN(CC1)C1=CC=C(C=C1)NC1=NC=NC(=C1)N1OCC[C@@H]1C1=CC=CC=C1)C